6-fluoro-N-(1-phenylethyl)-9H-pyrido[3,4-b]indole-7-carboxamide FC=1C=C2C3=C(NC2=CC1C(=O)NC(C)C1=CC=CC=C1)C=NC=C3